(R)-4-(dimethylamino)-1-(5-methyl-4-((3-methyl-4-((6-methylpyridin-3-yl)oxy)phenyl)amino)-5,7-dihydro-6H-pyrrolo[3',4':4,5]thieno[2,3-d]pyrimidin-6-yl)but-2-en-1-one CN(CC=CC(=O)N1[C@@H](C2=C(SC=3N=CN=C(C32)NC3=CC(=C(C=C3)OC=3C=NC(=CC3)C)C)C1)C)C